N1N=NN=C1CCS(=O)(=N)CC[C@@H](C(=O)OC)N (2S)-methyl 4-(2-(1H-tetrazol-5-yl)ethylsulfonimidoyl)-2-aminobutanoate